5-(4-((4-((4-((3,4-dichloro-2-fluorophenyl)amino)-7-methoxyquinazolin-6-yl)oxy)cyclohexyl)methyl)piperazin-1-yl-2,2,3,3,5,5,6,6-d8)-2-(2,6-dioxopiperidin-3-yl)isoindoline-1,3-dione ClC=1C(=C(C=CC1Cl)NC1=NC=NC2=CC(=C(C=C12)OC1CCC(CC1)CN1C(C(N(C(C1([2H])[2H])([2H])[2H])C=1C=C2C(N(C(C2=CC1)=O)C1C(NC(CC1)=O)=O)=O)([2H])[2H])([2H])[2H])OC)F